NC1=NC=NN2C1=C(C=C2C=2C(=CC(=C(C(=O)N[C@@H]1CN(C[C@@H]1F)C(=O)C1CC(C1)F)C2)Cl)F)CN2CC(C2)(F)F 5-{4-amino-5-[(3,3-difluoroazetidin-1-yl)methyl]pyrrolo[2,1-f][1,2,4]-triazin-7-yl}-2-chloro-4-fluoro-N-[(3R,4S)-4-fluoro-1-(3-fluoro-cyclobutanecarbonyl)pyrrolidin-3-yl]-benzamide